5-chloro-6-methoxy-N-((6-methoxy-1-methyl-1H-benzimidazol-7-yl)methyl)nicotinamide ClC=1C(=NC=C(C(=O)NCC2=C(C=CC3=C2N(C=N3)C)OC)C1)OC